OC1=CC=C(C=C1)C1=C(SC=C1)C=O (4-hydroxyphenyl)thiophene-2-carbaldehyde